C(C)(C)(C)OC(=O)N1CCN(CC1)C1=NC=C(C=C1Cl)N 4-(5-amino-3-chloro-2-pyridinyl)piperazine-1-carboxylic acid tert-butyl ester